1-(4-((4-((2-(6-methylpyridin-2-yl)pyrimidin-4-yl)amino)pyrimidin-2-yl)amino)benzyl)piperidine-4-carboxylic acid CC1=CC=CC(=N1)C1=NC=CC(=N1)NC1=NC(=NC=C1)NC1=CC=C(CN2CCC(CC2)C(=O)O)C=C1